C(C)(C)(C)OC(=O)N1C[C@@H](N(CC1)C=1C2=C(N=CN1)N(C=C2C2=CC=CC=C2)C=2C=NN(C2)C)C (3S)-3-methyl-4-[7-(1-methyl-1H-pyrazol-4-yl)-5-phenyl-7H-pyrrolo[2,3-d]pyrimidin-4-yl]piperazine-1-carboxylic acid tert-butyl ester